8-acetyl-2-cyclohexyl-3,6-dimethylquinazolin-4(3H)-one C(C)(=O)C=1C=C(C=C2C(N(C(=NC12)C1CCCCC1)C)=O)C